COC(NS(=O)(=O)C=1SC(=C(C1C1=CC=C(C=C1)CN1C(=NC=C1)Cl)C)CC(C)C)=O ((3-(4-((2-chloro-1H-imidazol-1-yl)methyl)phenyl)-5-isobutyl-4-methylthiophene-2-yl)sulfonyl)carbamic acid methyl ester